COC1=CC=C(C=C1)C(C)(C)C=1N=C(SC1)NC(=O)NC 1-(4-(2-(4-methoxyphenyl)propan-2-yl)thiazol-2-yl)-3-methylurea